6-(3-Amino-6-(1-(1-(2,2-difluoroethyl)piperidin-4-yl)-1H-pyrazol-4-yl)pyrazin-2-yl)-2-(3,5-dimethoxyphenyl)pyridazin-3(2H)-on NC=1C(=NC(=CN1)C=1C=NN(C1)C1CCN(CC1)CC(F)F)C=1C=CC(N(N1)C1=CC(=CC(=C1)OC)OC)=O